(p-fluorophenyl)methanone FC1=CC=C(C=C1)C=O